C1=CNNNC1=O DIHYDROTRIAZINONE